(2-methylprop-2-enoic acid) zirconium (4+) [Zr+4].CC(C(=O)O)=C